tetrahydrodibenzo[de,g]quinoline C1CCC2CC=NC=3C=C4C(=C1C23)C=CC=C4